ClC=1C=C(C=CC1F)NC1=NC=NC2=CC=C(C=C12)C=1C=C(C=NC1)NS(=O)(=O)C N-(5-(4-((3-chloro-4-fluorophenyl)amino)quinazolin-6-yl)pyridin-3-yl)methanesulfonamide